FC1=C(C(=O)NC(C(=O)O)(C)C)C=CC(=C1)F 2,4-difluorobenzoylaminoisobutyric acid